C(C)(C)C1=C(OC2=CC(=NC=C2)C(=O)NC)C=CC(=C1)N1C(N(CC1=O)C1=CC(=C(C=C1)CN1CCN(CC1)C)C(F)(F)F)=O 4-[2-isopropyl-4-(3-{4-[(4-methyl-1-piperazinyl)methyl]-3-(trifluoromethyl)phenyl}-2,5-dioxo-1-imidazolidinyl)phenoxy]-N-methyl-2-pyridinecarboxamide